BrC1=CC(=CC2=C1NC=N2)C(=O)NC2=CC=C(C=C2)OC(F)(F)Cl 7-bromo-N-(4-(chlorodifluoromethoxy)phenyl)-1H-benzo[d]Imidazole-5-carboxamide